[I-].[I-].CC1=C(C(=C(C1(C)[Zr+2]C1C=CC2=CC=CC=C12)C)C)C (pentamethylcyclopentadienyl)(indenyl)zirconium diiodide